ethyl 2-[1-(2-chlorophenyl)-1-(hydrazinocarbonyl) prop-2-yl]-5-methoxy-1-methyl-6-oxopyrimidine-4-carboxylate ClC1=C(C=CC=C1)C(C(C)C=1N(C(C(=C(N1)C(=O)OCC)OC)=O)C)C(=O)NN